O[C@H]1[C@@H]([C@H]2[C@H]([C@H]([C@H]3[C@@H]4CC[C@H]([C@@H](CCC(=O)NS(=O)(=O)C5=CC(=CC=C5)F)C)[C@]4(CC[C@@H]3[C@]2(CC1)C)C)O)CC)F N-(3a,7a-Dihydroxy-4β-fluoro-6a-ethyl-5β-cholan-24-oyl)-m-fluorophenylsulfonamid